methantrithiol C(S)(S)S